C(#N)C(=CC1C(C1C(=O)O)(C)C)C 3-(2-cyano-1-propen-1-yl)-2,2-dimethylcyclopropanecarboxylic acid